4-[(3-methoxyphenyl)-phenyl-methyl]piperidine TFA salt OC(=O)C(F)(F)F.COC=1C=C(C=CC1)C(C1CCNCC1)C1=CC=CC=C1